CC1C2=C(CCN1)C3=C(N2)C=C(C=C3)OC TetrahydroHarmine